[Se]1C=C(C=C1)C#N Selenophene-3-carbonitrile